Tert-butyl-5-(2-acetyl-5-chlorophenyl)-6-(oxetan-3-yloxy)pyridazin-3(2H)-one C(C)(C)(C)N1N=C(C(=CC1=O)C1=C(C=CC(=C1)Cl)C(C)=O)OC1COC1